C(C)(C)(C)C1=C(C=CC=C1)[I+]C1=C(C=CC=C1)C(C)(C)C.FC(S(=O)(=O)[O-])(F)F trifluoromethanesulfonic acid, di(t-butylphenyl)iodonium salt